CN(CCN(C1=C(C=C(C=C1)NC1=NC=C(C(=N1)N1C=C(C2=CC=CC=C12)C(=O)N)F)C)C)C 1-(2-{4-[(2-dimethylamino-ethyl)-methyl-amino]-3-methyl-phenylamino}-5-fluoro-pyrimidin-4-yl)-1H-indole-3-carboxamide